CC1=CC=CC=2N(C(N(C21)C2=NC=C(C=C2)C2=C1C(=CN=C2)NN=C1)=O)CC(N1C[C@@H](OCC1)C(F)(F)F)=O 4-methyl-1-[2-oxo-2-[(2R)-2-(trifluoromethyl)morpholin-4-yl]ethyl]-3-[5-(1H-pyrazolo[3,4-c]pyridin-4-yl)-2-pyridinyl]benzimidazol-2-one